FC=1C=C(C(=O)NC=2C=CC=C3C(=CC=NC23)C=2C=NN(C2)CC(F)(F)F)C=C(C1F)F 3,4,5-trifluoro-N-(4-(1-(2,2,2-trifluoroethyl)-1H-pyrazol-4-yl)quinolin-8-yl)benzamide